O=C1N(C(C2=CC=CC=C12)=O)N(C(C1=C(C=CC=C1)OC1CN(C1)C)=O)C N-(1,3-dioxoisoindolin-2-yl)-N-methyl-2-((1-methylazetidin-3-yl)oxy)benzamide